5-chloro-2-[[2-(6-chloro-5-fluoro-3-pyridyl)-5-(trifluoromethyl)pyrazol-3-yl]methyl]pyrimidine ClC=1C=NC(=NC1)CC=1N(N=C(C1)C(F)(F)F)C=1C=NC(=C(C1)F)Cl